C(C1=CC=CC=C1)SC1=CC(=CC2=CN(C=C12)C1(COC1)C)NC(CC1=C(C=CC=C1)Cl)=O N-(7-(benzylthio)-2-(3-methyloxetan-3-yl)isoindol-5-yl)-2-(2-chlorophenyl)acetamide